C(C)(C)(C)OC(=O)C1=C(C=NN1C)C1=NC=C(C=C1F)OS(=O)(=O)C 4-(3-fluoro-5-((methylsulfonyl)oxy)pyridin-2-yl)-1-methyl-1H-pyrazole-5-carboxylic acid tert-butyl ester